1-[4-[amino(4,5-dichloro-2-hydroxyphenyl)methyl]piperidin-1-yl]-2,2,2-trifluoroethan-1-one NC(C1CCN(CC1)C(C(F)(F)F)=O)C1=C(C=C(C(=C1)Cl)Cl)O